N-[(1R,3S)-3-([1,2,4]triazolo[4,3-a]pyridin-3-yl)cyclohexyl]-6-(trifluoromethyl)pyridazin-3-amine N=1N=C(N2C1C=CC=C2)[C@@H]2C[C@@H](CCC2)NC=2N=NC(=CC2)C(F)(F)F